COC(=O)C1C2C=CC(C1C(=O)OC)C2 bicyclo[2.2.1]hept-5-ene-2,3-dicarboxylic acid dimethyl ester